6-[(3S)-3-(cyanomethyl)piperazin-1-yl]-N-(3-hydroxy-1-naphthyl)-2-(1-methylindazol-4-yl)pyrimidine-4-carboxamide C(#N)C[C@H]1CN(CCN1)C1=CC(=NC(=N1)C1=C2C=NN(C2=CC=C1)C)C(=O)NC1=CC(=CC2=CC=CC=C12)O